C1(CCCC1)C#CC1=CC=C(OC2=C(N=NN2)C(=O)O)C=C1 5-(4-(2-cyclopentylethynyl)phenoxy)-1H-1,2,3-triazole-4-carboxylic acid